FC(C[C@H]1CN(CC1)C[C@@H](C)[C@H]1CC[C@H]2\C(\CCC[C@]12C)=C\C=C1C[C@H](C[C@@H](C1)O)O)F (1R,3R)-5-(2-((1R,3aS,7aR,E)-1-((S)-1-((S)-3-(2,2-difluoroethyl)pyrrolidin-1-yl)propan-2-yl)-7a-methyloctahydro-4H-inden-4-ylidene)ethylidene)cyclohexane-1,3-diol